Triethylene Glycol Glycidyl Ether C(C1CO1)OCCOCCOCCO